benzyl 4-[2-(4-tert-butoxy-1-carbamoyl-4-oxo-butyl)-4-fluoro-1-oxo-isoindolin-5-yl]-3-fluoro-piperidine-1-carboxylate C(C)(C)(C)OC(CCC(C(N)=O)N1C(C2=CC=C(C(=C2C1)F)C1C(CN(CC1)C(=O)OCC1=CC=CC=C1)F)=O)=O